BrC1=CC(=C(C=C1)O)CO 4-bromo-2-(hydroxymethyl)phenol